N,N-diethyl-aminoethoxyethanol C(C)N(CC)CCOC(C)O